FC=1C(=CC(=NC1)NC([C@H](C1CCC(CC1)C)NC(OC(C)(C)C)=O)=O)C=O Tert-butyl ((S)-2-((5-fluoro-4-formylpyridin-2-yl)amino)-1-((1r,4S)-4-methylcyclohexyl)-2-oxoethyl)-carbamate